C12COCC(CC1)N2CCN 2-(3-oxa-8-azabicyclo[3.2.1]oct-8-yl)ethylamine